1,3-bis(3-hydroxy-4-aminophenoxy)benzene OC=1C=C(OC2=CC(=CC=C2)OC2=CC(=C(C=C2)N)O)C=CC1N